tert-Butyl (endo)-5-(7-bromo-4-chloro-8-(2-cyanoethyl)-2-ethyl-6-fluoro-1H-imidazo[4,5-c]quinolin-1-yl)-2-azabicyclo[2.1.1]hexane-2-carboxylate BrC=1C(=CC=2C3=C(C(=NC2C1F)Cl)N=C(N3C3C1CN(C3C1)C(=O)OC(C)(C)C)CC)CCC#N